IC1CCN(CCC1)C(=O)OC(C)(C)C 1,1-Dimethylethyl hexahydro-4-iodo-1H-azepine-1-carboxylate